FC1(CNCCC1C1=CC=C2C(=NN(C2=C1)C)N1C(NC(CC1)=O)=O)F 1-(6-(3,3-difluoropiperidin-4-yl)-1-methyl-1H-indazol-yl)dihydropyrimidine-2,4(1H,3H)-dione